C(C)(C)N(C(OC1=C2C(=CNC2=CC=C1)CCN(C)C)=O)C 3-(2-(dimethylamino)ethyl)-1H-indol-4-yl isopropyl(methyl)carbamate